(S)-1-(6-fluoro-4-(4-iodobenzyl)-2-methyl-3,4-dihydroquinoxalin-1(2H)-yl)ethan-1-one FC=1C=C2N(C[C@@H](N(C2=CC1)C(C)=O)C)CC1=CC=C(C=C1)I